OC1=CC(=CC=2C(C3=CC(=CC=C3C12)Br)(C)C)Br 4-hydroxy-9,9-dimethyl-2,7-dibromofluorene